C(C=1C(C(=O)OCCCC)=CC(C(=O)OCC(CCCC)CC)=CC1)(=O)OCC(CCCC)CC di(2-ethylhexyl) (n-butyl) trimellitate